O1C(=CC=C1)CS(=O)CC(=O)OC methyl 2-((furan-2-ylmethyl)sulfinyl)acetate